C(C(=C)C)(=O)OC(CC[Si](O[Si](C)(C)C)(O[Si](C)(C)C)O[Si](C)(C)C)CCCCC 3-methacryloxyoctyltris(trimethylsiloxy)silane